1,3-dihydro-2H-indene-2-one oxime C1C(CC2=CC=CC=C12)=NO